Cl.P(O)(O)(O)=O phosphoric acid HCl